7-(1-((2,4-diaminopyrimidin-5-yl)methyl)indolin-5-yl)-1-(4-fluorobenzyl)-4-oxo-1,4-dihydroquinoline-3-carboxylic acid dihydrochloride Cl.Cl.NC1=NC=C(C(=N1)N)CN1CCC2=CC(=CC=C12)C1=CC=C2C(C(=CN(C2=C1)CC1=CC=C(C=C1)F)C(=O)O)=O